C(C)(C)(C)N1N=NC(=C1)C(=O)NC[C@H]1C[C@H](N(CC1)C=1C=2N(C=C(N1)C=1C=NN(C1)C)N=CC2)C 1-(tert-butyl)-N-(((2R,4R)-2-methyl-1-(6-(1-methyl-1H-pyrazol-4-yl)pyrazolo[1,5-a]pyrazin-4-yl)piperidin-4-yl)methyl)-1H-1,2,3-triazole-4-carboxamide